r-indane C1CCC2=CC=CC=C12